N-methyl-1-(1,3-benzoxazol-5-yl)cyclopropanecarboxamide CNC(=O)C1(CC1)C=1C=CC2=C(N=CO2)C1